NC1=C2N=CN(C2=NC(=N1)Cl)[C@H]1[C@@H]([C@@]([C@H](O1)CO)(O)C)O (2R,3S,4R,5R)-5-(6-amino-2-chloro-9H-purin-9-yl)-2-(hydroxymethyl)-3-methyltetrahydrofuran-3,4-diol